(S)-N-((4-(cyclopropylethynyl)-6-fluoro-2-oxo-4-(trifluoromethyl)-1,2,3,4-tetrahydroquinazolin-7-yl)methyl)thiazole-2-carboxamide C1(CC1)C#C[C@@]1(NC(NC2=CC(=C(C=C12)F)CNC(=O)C=1SC=CN1)=O)C(F)(F)F